C(=C/CCCC)/C(CC(=O)O)C.ClC1=CC=C(C=C1)C1=NC(=NC(=C1)N1CCN(CC1)CCOC)C=1C=NC=CC1 (4-chlorophenyl)-6-(4-(2-methoxyethyl)piperazin-1-yl)-2-(pyridin-3-yl)pyrimidine cis-3-hexenyl-cis-butyrate